tert-butyl 1-(((benzyloxy) carbonyl) amino)-6-azaspiro[2.5]octane-6-carboxylate C(C1=CC=CC=C1)OC(=O)NC1CC12CCN(CC2)C(=O)OC(C)(C)C